[4-(2-benzyloxy-6-bromo-4-fluoro-phenyl)-2,2-dimethyl-but-3-ynoxy]-tert-butyl-dimethyl-silane C(C1=CC=CC=C1)OC1=C(C(=CC(=C1)F)Br)C#CC(CO[Si](C)(C)C(C)(C)C)(C)C